methyl (3R)-1-[[7-cyano-2-[2-methyl-3-[2-methyl-3-[(4-oxo-6,7-dihydro-5H-pyrazolo[1,5-a]pyridine-2-carbonyl)amino]phenyl]phenyl]-1,3-benzoxazol-5-yl]methyl]pyrrolidine-3-carboxylate C(#N)C1=CC(=CC=2N=C(OC21)C2=C(C(=CC=C2)C2=C(C(=CC=C2)NC(=O)C2=NN1C(C(CCC1)=O)=C2)C)C)CN2C[C@@H](CC2)C(=O)OC